tert-butyl (E)-4-((5-ethoxy-1-(4-(methoxycarbonyl)phenyl)piperidin-2-ylidene)methyl)-5-methoxy-7-methyl-1H-indole-1-carboxylate C(C)OC1CC/C(/N(C1)C1=CC=C(C=C1)C(=O)OC)=C\C1=C2C=CN(C2=C(C=C1OC)C)C(=O)OC(C)(C)C